N1(CCC1)C1=CC2=C(N(C(=N2)C2=C(C(=C(C(=C2)O)O)OC)C)C2CCC2)C=C1 5-(5-(azetidin-1-yl)-1-cyclobutyl-1H-benzo[d]imidazol-2-yl)-3-methoxy-4-methylbenzene-1,2-diol